7-(1-(adamantan-1-ylmethyl)-5-methyl-1H-pyrazol-4-yl)-3-(5-methyl-6-(pyrimidin-4-ylamino)pyridazin-3-yl)imidazo[1,2-a]pyridine-8-carboxylic acid methyl ester COC(=O)C=1C=2N(C=CC1C=1C=NN(C1C)CC13CC4CC(CC(C1)C4)C3)C(=CN2)C=2N=NC(=C(C2)C)NC2=NC=NC=C2